alpha-[(methylamino)]Benzyl alcohol hydrochloride Cl.CNC(C1=CC=CC=C1)O